NCCC1=CC=C(CC=2C=CC=3C4=C(C(=NC3C2)N)N=C(N4CC(C)(C)OC)C(C)CCC)C=C1 7-(4-(2-aminoethyl)benzyl)-1-(2-methoxy-2-methylpropyl)-2-(pentan-2-yl)-1H-imidazo[4,5-c]quinolin-4-amine